7-[(2S)-1,4-dioxan-2-ylmethyl]-2-(pyrimidin-4-yl)-1h,5h,6h,7h-pyrrolo[3,2-c]Pyridin-4-one O1[C@H](COCC1)CC1C2=C(C(NC1)=O)C=C(N2)C2=NC=NC=C2